[C@H]12CN(C[C@H](CC1)O2)C(=O)C2=CC(=C(C=C2)NC2=NC=C(C(=N2)C=2C=NN(C2)C(C)C)Cl)OC ((1R,5S)-8-oxa-3-azabicyclo[3.2.1]oct-3-yl)(4-((5-chloro-4-(1-isopropyl-1H-pyrazol-4-yl)pyrimidin-2-yl)amino)-3-methoxyphenyl)methanone